6-fluoro-2-(2-(4-methoxypiperidin-1-yl)pyrimidin-5-yl)-1H-indole-1-carboxylate FC1=CC=C2C=C(N(C2=C1)C(=O)[O-])C=1C=NC(=NC1)N1CCC(CC1)OC